C(C)(C)(C)OC(N[C@H](C(=O)N)C[C@@H]1OC2=C(NC1=O)C=CC(=C2)F)=O.BrCC(=O)C2=CC(=C(C=C2)OC)F 2-Bromo-1-(3-fluoro-4-methoxyphenyl)ethan-1-one Tert-butyl-N-[(1S)-2-amino-1-[[(2S)-7-fluoro-3-oxo-4H-1,4-benzoxazin-2-yl]methyl]-2-oxo-ethyl]carbamate